NC1=NC(=CC(=N1)N1CCC2(C[C@H](NC2)C(=O)O)CC1)O[C@@H](C(F)(F)F)C1=C(C=C(C=C1)C1=CC(=C(C=C1)OC)F)N1N=C(C=C1)C (S)-8-(2-amino-6-((R)-2,2,2-trifluoro-1-(3'-fluoro-4'-methoxy-3-(3-methyl-1H-pyrazol-1-yl)-[1,1'-biphenyl]-4-yl)ethoxy)pyrimidin-4-yl)-2,8-diazaspiro[4.5]decane-3-carboxylic acid